CO\C(\NC)=N/C1=CC(=C(C(=O)OCC2=C(C=CC=C2)C)C=C1C)C 2-methylbenzyl (Z)-4-((methoxy(methylamino)methylene)amino)-2,5-dimethylbenzoate